(R)-2-chloro-5-(cyclopropylethynyl)-N-(1-(2,4-dichlorophenyl)ethyl)pyrimidin-4-amine ClC1=NC=C(C(=N1)N[C@H](C)C1=C(C=C(C=C1)Cl)Cl)C#CC1CC1